C1(CCCC1)OC1=CC(=CC2=C1C(N1[C@@H](CO2)C[C@@H](C1)OC1=CC=C2CCC(NC2=C1)=O)=O)C (2S,11aR)-6-(cyclopentyloxy)-8-methyl-2-((2-oxo-1,2,3,4-tetrahydroquinolin-7-yl)oxy)-2,3,11,11a-tetrahydro-1H,5H-benzo[f]pyrrolo[2,1-c][1,4]oxazepin-5-one